NC=1SC(=NN1)SC amino-5-(methylthio)-1,3,4-thiadiazole